6-(3,5-difluorophenyl)-3-methyl-1-(3-pyridylmethyl)imidazo[4,5-b]pyridin-2-one FC=1C=C(C=C(C1)F)C=1C=C2C(=NC1)N(C(N2CC=2C=NC=CC2)=O)C